[Fe].[Si].[S] sulfur silicon iron